C1(CCCCC1)CCCOC=1C=C(C=CC1)NC1=C(C=C(C(=O)OC)C=C1)C1CC1 methyl 4-{[3-(3-cyclohexylpropoxy) phenyl] amino}-3-cyclopropylbenzoate